C(C)OC1=CN=CC(=N1)C1=CC(=C(C(=O)N)C=C1)F 4-(6-ethoxypyrazin-2-yl)-2-(R)-fluorobenzamide